NC\C=C(\CN1C=NC2=C1C=C(C=C2C2=CC=C(C=C2)S(=O)(=O)N(C)C)F)/F (Z)-4-(1-(4-amino-2-fluoro-but-2-en-1-yl)-6-fluoro-1H-benzo[d]imidazol-4-yl)-N,N-dimethylbenzenesulfonamide